3-amino-5-acetamido-1-(4-vinylbenzyl)-1H-1,2,4-triazole NC1=NN(C(=N1)NC(C)=O)CC1=CC=C(C=C1)C=C